6-methoxy-2-(4-methoxyphenyl)benzo[b]thiophene COC=1C=CC2=C(SC(=C2)C2=CC=C(C=C2)OC)C1